C1(=CC=CC=C1)C=1C(=C(C=CC1)NC1=CC2=CC=C(C=C2C=C1)C1=CC=CC=C1)C1=CC=CC=C1 N-([1,1':2',1''-terphenyl]-3'-yl)-6-phenylnaphthalen-2-amine